1-(4-((4-((4-((5-chloro-2-((2R,6S)-2,6-dimethylmorpholino)pyridin-4-yl)oxy)-2-fluorophenyl)amino)-7-methoxyquinazolin-6-yl)oxy)piperidin-1-yl)prop-2-en-1-one ClC=1C(=CC(=NC1)N1C[C@H](O[C@H](C1)C)C)OC1=CC(=C(C=C1)NC1=NC=NC2=CC(=C(C=C12)OC1CCN(CC1)C(C=C)=O)OC)F